Rel-4-(N-((1R,2S)-8'-(azetidin-1-yl)-2-methyl-4'H-spiro[cyclopropane-1,5'-naphtho[2,1-d]isoxazol]-3'-yl)sulfamoyl)-3-methoxy-N-methylbenzamide N1(CCC1)C1=CC=C2[C@]3(CC=4C(=NOC4C2=C1)NS(=O)(=O)C1=C(C=C(C(=O)NC)C=C1)OC)[C@H](C3)C |o1:8,33|